C[C@@H]1CNC[C@@H](O1)C1=CC(=NC=C1)C (cis)-2-methyl-6-(2-methylpyridin-4-yl)morpholine